C(C)(C)(C)OC(=O)N1[C@H]([C@H](CC1)NS(=O)(=O)CC)CC1=C(C(=CC=C1)Br)F (2S,3S)-2-(3-bromo-2-fluorobenzyl)-3-((ethylsulfonyl)amino)pyrrolidine-1-carboxylic acid tert-butyl ester